BrC1=C(C=C(C=C1)N=S(=O)(C)C)F (4-bromo-3-fluoro-phenyl)imino-dimethyl-oxo-λ6-sulfane